Benzyl 4-[2-[3-(tert-butoxycarbonylamino)cyclobutoxy]ethyl]piperazine-1-carboxylate C(C)(C)(C)OC(=O)NC1CC(C1)OCCN1CCN(CC1)C(=O)OCC1=CC=CC=C1